CN1N=C(C(=C1)N1C(N(C=2C=NC=3C=C(C(=CC3C21)C2=CC1=C(N=C(N1)C)C=C2)OC)C)=O)C 1-(1,3-Dimethyl-1H-pyrazol-4-yl)-7-methoxy-3-methyl-8-(2-methyl-3H-benzoimidazol-5-yl)-1,3-dihydroimidazo[4,5-c]quinolin-2-one